S1C(=CC=C1)C1OCCC1 2-(2-thienyl)tetrahydrofuran